benzyl (3S)-4-[(1-tert-butoxycarbonyl-4-fluoro-4-piperidinyl) methyl]-3-methyl-piperazine-1-carboxylate C(C)(C)(C)OC(=O)N1CCC(CC1)(F)CN1[C@H](CN(CC1)C(=O)OCC1=CC=CC=C1)C